N-(1-Cyanocyclopropyl)-N-(cyanomethyl)-5-[1-[4-(difluoromethoxy)-2-methyl-5-(1,1,2,2,2-pentafluoroethyl)pyrazol-3-yl]pyrazol-4-yl]-2-(trifluoromethyl)benzamid C(#N)C1(CC1)N(C(C1=C(C=CC(=C1)C=1C=NN(C1)C=1N(N=C(C1OC(F)F)C(C(F)(F)F)(F)F)C)C(F)(F)F)=O)CC#N